(5-(1H-pyrazol-4-yl)pyridin-2-yl)-4-((2-ethyl-4-phenylthiazol-5-yl)oxy)pyridin-2-amine N1N=CC(=C1)C=1C=CC(=NC1)C=1C(=NC=CC1OC1=C(N=C(S1)CC)C1=CC=CC=C1)N